BrCCOC1=C(C=CC(=C1F)F)[C@H]1[C@@H](O[C@]([C@H]1C)(C(F)(F)F)C)C(=O)NC1=CC(=NC=C1C)C(=O)OC methyl 4-((2R,3S,4S,5R)-3-(2-(2-bromoethoxy)-3,4-difluorophenyl)-4,5-dimethyl-5-(trifluoromethyl)tetrahydrofuran-2-carboxamido)-5-methylpicolinate